1-(2,4-difluorophenyl)-6-[6-(2-fluoroethyl)-3,6-diazabicyclo[3.1.1]heptan-3-yl]pyrazolo[3,4-d]pyrimidin-4-ol FC1=C(C=CC(=C1)F)N1N=CC=2C1=NC(=NC2O)N2CC1N(C(C2)C1)CCF